CC1=NC(=CC(=N1)NC1=NN2C(C=C(C=C2)C2=C(C=NC(=C2)C)OC2CC(C2)NS(=O)(=O)C)=C1)C N-[3-[[4-[2-[(2,6-dimethylpyrimidin-4-yl)amino]pyrazolo[1,5-a]pyridin-5-yl]-6-methyl-3-pyridyl]oxy]cyclobutyl]methanesulfonamide